4-[(3S)-3-amino-3-methylpyrrolidin-1-yl]-N-[(1S)-1-cyclopropylethyl]-5'-fluoro-[3,3'-bipyridine]-5-carboxamide N[C@@]1(CN(CC1)C1=C(C=NC=C1C(=O)N[C@@H](C)C1CC1)C=1C=NC=C(C1)F)C